C(C)(C)(C)C1=CC(=NO1)NC(NC1=CC=C(C=C1)N1C=NC2=C1C=CC(=C2)OCCOCC(=O)O)=O [2-(1-{4-[3-(5-tert-butyl-isoxazol-3-yl)-ureido]-phenyl}-1H-benzimidazol-5-yloxy)-Ethoxy]-acetic acid